C1(CC1)N(C(=O)[C@H]1CN(CCC1)C=1C=C(OC(C(=O)N2CCN(CC2)C(=O)OC(C)(C)C)(C)C)C=CC1)CC1=CC=C(C=C1)C1=CSC=C1 tert-butyl (R)-4-(2-(3-(3-(cyclopropyl(4-(thiophen-3-yl)benzyl)carbamoyl) piperidin-1-yl)phenoxy)-2-methylpropanoyl)piperazine-1-carboxylate